6-methyl-5,6,7,8-tetrahydronaphthalene-1,4-dione CC1CC=2C(C=CC(C2CC1)=O)=O